C(C(=C)C)(=O)OCC1=CC=CC2=CC3=CC=CC=C3C=C12 1-anthracenylmethyl methacrylate